(R)-(4-amino-7-bromochroman-4-yl)methanol N[C@@]1(CCOC2=CC(=CC=C12)Br)CO